5-(2-7-oxaspiro[3.5]nonan-2-yloxypyrimidin-4-yl)-1,3-thiazol-2-amine C1C(CC12CCOCC2)OC2=NC=CC(=N2)C2=CN=C(S2)N